tetramethylammonium tantalum [Ta+5].C[N+](C)(C)C